NC=1N=C(SC1C(=O)NC=1C=C(C=2N(C1)C=C(N2)C)F)N2CCN(CC2)CC2=CC=C(C=C2)OC 4-amino-N-(8-fluoro-2-methylimidazo[1,2-a]pyridin-6-yl)-2-(4-(4-methoxybenzyl)piperazin-1-yl)thiazole-5-carboxamide